azidoallylallylallylamine N(=[N+]=[N-])C=CCC=CCC=CCN